3-aminopropyldimethoxymethyl-silane NCCC[SiH2]C(OC)OC